C(C=C)(=O)OCC(CO)(COCC(CO)(COC(C=C)=O)COC(C=C)=O)COC(C=C)=O 2,2,6,6-tetrakis(acryloyloxymethyl)-4-oxaheptane-1,7-diol